C(C=C)(=O)OCCCCCCCCCCCCCCCCCC[SiH2]C(F)F acryloyloxyoctadecyldifluoromethylsilane